7-((6-(1-methyl-1H-pyrazol-3-yl)pyridin-3-yl)methyl)-2,3-dihydrofuro[3,2-b]pyridine-5-carboxylic acid CN1N=C(C=C1)C1=CC=C(C=N1)CC1=C2C(=NC(=C1)C(=O)O)CCO2